N1N=C(C=2N=CN=CC21)NC[C@@H](CN2CC1=CC=CC=C1CC2)O (S)-1-((1H-pyrazolo[4,3-d]pyrimidin-3-yl)amino)-3-(3,4-dihydroisoquinolin-2(1H)-yl)propan-2-ol